2,2',2''-((2S,5S,8S,11S)-2,5,8,11-tetrabenzyl-1,4,7,10-tetraazacyclododecane-1,4,7-triyl)triacetic acid C(C1=CC=CC=C1)[C@@H]1N(C[C@@H](NC[C@@H](N(C[C@@H](N(C1)CC(=O)O)CC1=CC=CC=C1)CC(=O)O)CC1=CC=CC=C1)CC1=CC=CC=C1)CC(=O)O